N-((1r,3r)-3-(4-fluoro-3-(trifluoromethyl)phenoxy)cyclobutyl)-2-(isoquinolin-5-yl)acetamide FC1=C(C=C(OC2CC(C2)NC(CC2=C3C=CN=CC3=CC=C2)=O)C=C1)C(F)(F)F